C1N(CC12CNC2)C=2C=C1CN3[C@@H](C1=CC2)CN(C[C@H]3C)C3=C2C=CC=NC2=C(C=C3)C#N 5-[(4R,10bS)-8-(2,6-diazaspiro[3.3]hept-2-yl)-4-methyl-3,4,6,10b-tetrahydro-1H-pyrazino[2,1-a]isoindol-2-yl]quinoline-8-carbonitrile